CN1C(C2=C(C(=C1C)C)CN(C2)C(CC2CN(C2)C=2C=NC=CC2)=O)=O 5,6,7-Trimethyl-2-{[1-(pyridin-3-yl)azetidin-3-yl]acetyl}-1,2,3,5-tetrahydro-4H-pyrrolo[3,4-c]pyridin-4-on